CC1=CC=C(C=C1)S(=O)(=O)OCCCCCOCC(=O)OCC ethyl 2-((5-(p-toluenesulfonyloxy)pentyl)oxy)acetate